CC=1C=C(C=CC1C(F)(F)F)S(=O)(=O)N1CC(OCC1)C1=C(SC2=C1C=CC=C2)C(=O)N [4-[3-Methyl-4-(trifluoromethyl)phenyl]-sulfonylmorpholin-2-yl]benzothiophen-2-carboxamid